1-bromo-2,3,3,3-tetra-fluoroprop-1-ene BrC=C(C(F)(F)F)F